N-((1s,3s)-3-((5-(1-(2,2-difluoroethyl)-4-fluoro-2-methyl-1H-benzo[d]imidazol-6-yl)-4-methoxy-7H-pyrrolo[2,3-d]pyrimidin-2-yl)amino)-1-methylcyclobutyl)propionamide FC(CN1C(=NC2=C1C=C(C=C2F)C2=CNC=1N=C(N=C(C12)OC)NC1CC(C1)(C)NC(CC)=O)C)F